tert-butyl N-[(3S)-6-bromo-2,3-dihydrobenzofuran-3-yl]-N-methyl-carbamate BrC1=CC2=C([C@@H](CO2)N(C(OC(C)(C)C)=O)C)C=C1